N-(4-Chlorobenzyl)-2-(2-((S)-1-(2,3-difluorobenzyl)-5-oxopyrrolidin-2-yl)acetamido)-3-methylbutanamide ClC1=CC=C(CNC(C(C(C)C)NC(C[C@H]2N(C(CC2)=O)CC2=C(C(=CC=C2)F)F)=O)=O)C=C1